methyl 2-(2-{2-[5'-fluoro-1'-methyl-3-(trifluoromethyl)-[4,6'-biindazol]-1-yl] acetamido} acetamido)acetate FC=1C=C2C=NN(C2=CC1C=1C=2C(=NN(C2C=CC1)CC(=O)NCC(=O)NCC(=O)OC)C(F)(F)F)C